NC1=C(C=C(C=N1)C=1C=C2N(N1)CCC21CN(CC1)C(=O)NC(C)(C)C1=CC=NC=C1)O[C@H](C)C1=NC=CC=C1 2'-{6-amino-5-[(1R)-1-(pyridin-2-yl)ethoxy]pyridin-3-yl}-N-[2-(pyridin-4-yl)propan-2-yl]-5',6'-dihydrospiro[pyrrolidine-3,4'-pyrrolo[1,2-b]pyrazole]-1-carboxamide